2-[4-Amino-1-(piperidin-4-yl)-1H-pyrazolo[3,4-d]pyrimidin-3-yl]-3-chloro-N-cyclopropyl-1H-indole-6-carboxamide hydrochloride Cl.NC1=C2C(=NC=N1)N(N=C2C=2NC1=CC(=CC=C1C2Cl)C(=O)NC2CC2)C2CCNCC2